O=C(C(=O)OCCC(CC(=CC)CC)C)C 5-ethyl-3-methylhept-5-en-1-yl 2-oxopropanoate